N-Hydroxyethyl-2-oxazolidinon OCCN1C(OCC1)=O